[O-2].[V+5].[O-2].[O-2].[O-2].[O-2].[V+5] vanadium (V) oxide